1-(4-fluorophenyl)-6-methyl-5-{[3-(1,4-oxazinan-4-yl)propyl]oxy}-4,5-dihydro-1H-pyrazolo[3,4-d]pyrimidin-4-one FC1=CC=C(C=C1)N1N=CC2=C1N=C(N(C2=O)OCCCN2CCOCC2)C